calcium-magnesium phosphorite P([O-])([O-])[O-].[Mg+2].[Ca+2]